ClC=1SC=C(N1)CC(=O)NN 2-(2-chloro-1,3-thiazol-4-yl)acetohydrazide